3-cyano-2-oxo-3-(tetrahydro-2H-pyran-4-yl)propionic acid ethyl ester C(C)OC(C(C(C1CCOCC1)C#N)=O)=O